C(C1=CC=CC=C1)NC(CCC(=O)N1C(C2=CC=CC(=C2CC1)C)C1=CC=CC=C1)=O N-Benzyl-4-(5-methyl-1-phenyl-3,4-dihydro-1H-isoquinolin-2-yl)-4-oxobutyric acid amide